OC[C@H]1N(C[C@H](C1)COC)C(=O)OC(C)(C)C tert-butyl (2S,4S)-2-(hydroxymethyl)-4-(methoxymethyl)-pyrrolidine-1-carboxylate